tert-butyl (2R,3S)-3-[tert-butyl(dimethyl)silyl]oxy-2-[1-(m-tolyl)imidazol-2-yl]pyrrolidine-1-carboxylate [Si](C)(C)(C(C)(C)C)O[C@@H]1[C@H](N(CC1)C(=O)OC(C)(C)C)C=1N(C=CN1)C=1C=C(C=CC1)C